ClC1=C(C(=NC=C1)C)C1=C(C=C(C=C1)NC(OC(C)(C)C)=O)F tert-Butyl (4-(4-chloro-2-methylpyridin-3-yl)-3-fluorophenyl)carbamate